P(=O)(OC1=C(C=CC=C1C)C)(OC1=C(C=CC=C1C)C)[O-] bis(2,6-xylenyl) Phosphate